(2-cyano-2-(2-(3,5-dichloro-4-((2-(3,4-difluorobenzyl)-1-oxo-1,2,3,4-tetrahydroisoquinolin-6-yl)oxy)phenyl)hydrazono)acetyl)carbamate C(#N)C(C(=O)NC([O-])=O)=NNC1=CC(=C(C(=C1)Cl)OC=1C=C2CCN(C(C2=CC1)=O)CC1=CC(=C(C=C1)F)F)Cl